OC1=CC=C(C=C1)C(CCCCCCCCCC)C1=CC=C(C=C1)O 1,1-bis(4-hydroxyphenyl)undecane